FC=1C=C(C=CC1C=1N=C2N(C=C(C=C2C2=CC=CC=C2)C(=O)N2[C@@H](C3=CC=CC=C3CC2)C)C1)N1C[C@H](CC1)C(=O)N (3S)-1-(3-Fluoro-4-(6-[(1R)-1-methyl-1,2,3,4-tetrahydroisoquinoline-2-carbonyl]-8-phenylimidazo[1,2-a]pyridin-2-yl)phenyl)pyrrolidine-3-carboxamide